C1(CC1)S(=O)(=O)NC=1SC=C(N1)C(C(=O)NC1=NC=C(C=C1)C1=CC(=CC=C1)N1CCOCC1)(C)C 2-(2-(cyclopropanesulfonylamino)thiazol-4-yl)-2-methyl-N-(5-(3-morpholinophenyl)pyridin-2-yl)propanamide